Cl[Si](CCCCCCCCCCCCCCCCCC(Cl)(Cl)Cl)(Cl)Cl trichlorotrichlorooctadecylsilane